C(C)(C)(C)C1CN(CCC12CCC(CC2)=O)C(=O)O tert-butyl-9-oxo-3-azaspiro[5.5]undecane-3-carboxylic acid